(S)-3-(2,5-dimethoxy-4-(trifluoromethyl)phenyl)pyrrolidine COC1=C(C=C(C(=C1)C(F)(F)F)OC)[C@H]1CNCC1